(carboxymethyl)arginine C(=O)(O)CN[C@@H](CCCNC(N)=N)C(=O)O